4-((2R,3S,4R,5S)-3-(2-(difluoromethoxy)-3,4-difluorophenyl)-4,5-dimethyl-5-(trifluoromethyl)tetrahydrofuran-2-carboxamido)picolinamide FC(OC1=C(C=CC(=C1F)F)[C@H]1[C@@H](O[C@@]([C@@H]1C)(C(F)(F)F)C)C(=O)NC1=CC(=NC=C1)C(=O)N)F